lithium 2,2'-methylene-bis(4,6-di-t-butylphenyl) phosphate P1(=O)(OC2=C(C=C(C=C2C(C)(C)C)C(C)(C)C)CC2=C(C(=CC(=C2)C(C)(C)C)C(C)(C)C)O1)[O-].[Li+]